2-(benzyloxy)-3-bromo-1,4-difluorobenzene C(C1=CC=CC=C1)OC1=C(C=CC(=C1Br)F)F